(2R)-N-(4-tert-butylphenyl)-N-[2-(2-morpholinoethylamino)-2-oxo-1-(3-pyridyl)ethyl]pyrrolidine-2-carboxamide C(C)(C)(C)C1=CC=C(C=C1)N(C(=O)[C@@H]1NCCC1)C(C(=O)NCCN1CCOCC1)C=1C=NC=CC1